(2S,3S)-2-amino-3-(((S)-2-aminobutanamido)methyl)-6-boronohexanoic acid N[C@H](C(=O)O)[C@@H](CCCB(O)O)CNC([C@H](CC)N)=O